2-[[4-[4-[3-[5-[[tert-butoxycarbonyl(methyl)amino]methyl]-6-methoxy-2-pyridyl]-2-chloro-phenyl]-3-chloro-2-pyridyl]-2-methoxy-phenyl]methyl]-2-azaspiro[3.3]heptane-6-carboxylic acid C(C)(C)(C)OC(=O)N(C)CC=1C=CC(=NC1OC)C=1C(=C(C=CC1)C1=C(C(=NC=C1)C1=CC(=C(C=C1)CN1CC2(C1)CC(C2)C(=O)O)OC)Cl)Cl